3-(4-((2S,4S)-4-((5-cyclopropyl-3-(2,6-dichlorophenyl)isoxazol-4-yl)methoxy)-2-methylpiperidin-1-yl)phenyl)-1,2,4-oxadiazol-5(4H)-one C1(CC1)C1=C(C(=NO1)C1=C(C=CC=C1Cl)Cl)CO[C@@H]1C[C@@H](N(CC1)C1=CC=C(C=C1)C1=NOC(N1)=O)C